N1=C(C=CC=C1)COC1=CC=C(CN2CCCCC2)C=C1 1-(4-(pyridin-2-ylmethoxy)benzyl)piperidin